N1=NC(=CC=C1)C(=O)N PYRIDAZIN-3-CARBOXAMID